CC=1SC(=C(N1)C)C(=O)O 2,4-dimethyl-1,3-thiazole-5-carboxylic acid